N\C(\C1=NC=C(C=C1[S@](=O)C)C1=CC(=CC=C1)F)=N/C=1C(=NC=CC1)C(=N)N [(Z)-[amino-[5-(3-fluorophenyl)-3-[(R)-methylsulfinyl]-2-pyridyl]methylene]amino]pyridine-2-carboxamidine